7-(3-bromophenyl)-7-hydroxy-6,7-dihydro-5H-cyclopenta[b]pyridin-5-yl acetate C(C)(=O)OC1CC(C2=NC=CC=C21)(O)C2=CC(=CC=C2)Br